C(#C)C1CCCC(O1)C(=O)[O-] 6-ethynyl-tetrahydropyran-2-carboxylate